C(C)(C)(C)N1N=C2N=CC(=CC2=C1Cl)B(O)O {2-Tert-butyl-3-chloro-2H-pyrazolo[3,4-b]pyridin-5-yl}boronic acid